N6-methylthio-N6-(cis-hydroxyisopentenyl)adenosine CSN(C=1C=2N=CN([C@H]3[C@H](O)[C@H](O)[C@@H](CO)O3)C2N=CN1)C(CC(=C)C)O